COC(=O)C=1C=C2[C@H]([C@@H](COC2=CC1)COC)O (3R,4S)-4-hydroxy-3-(methoxymethyl)chroman-6-carboxylic acid methyl ester